(±)-5-Benzyl-N-(1-methyl-2-oxo-8-(2-azaspiro[3.5]nonan-2-yl)-2,3,4,5-tetrahydro-1H-benzo[b]azepin-3-yl)-1H-1,2,4-triazole-3-carboxamid C(C1=CC=CC=C1)C1=NC(=NN1)C(=O)N[C@@H]1CCC2=C(N(C1=O)C)C=C(C=C2)N2CC1(C2)CCCCC1 |r|